C(#N)C1=C(C(=C(C=C1)N1CCC(CC1)C(=O)OCC)F)C(F)(F)F ethyl 1-(4-cyano-2-fluoro-3-(trifluoromethyl)phenyl)piperidine-4-carboxylate